IC1=C(C=CC=C1)CCCC(=O)[O-] 4-(iodophenyl)butyrate